CC(C(=O)C1=CC=C(C=C1)SC)(C)N1CCOCC1 2-methyl-1-[4-methylthiophenyl]-2-morpholinopropane-1-one